4-amino-2-pyridinecarboxylic acid methyl ester COC(=O)C1=NC=CC(=C1)N